2-methyl-2-(methylamino)propan-1-ol CC(CO)(C)NC